1,3,8-octanetriol C(CC(CCCCCO)O)O